4-(1,1-dimethylethyl)-2-fluoroaniline CC(C)(C)C1=CC(=C(N)C=C1)F